F[C@]1(N(CCC1)C(CC=1C=NC=CC1)=O)C(=O)N[C@@H](C1=CC=CC=C1)C1=CC(=C(C=C1)C(C)C)F (2S,4R)-fluoro-N-[(S)-[3-fluoro-4-(propan-2-yl)phenyl](phenyl)methyl]-1-[2-(pyridin-3-yl)acetyl]pyrrolidine-2-carboxamide